ClC1=C(C(=O)C2=CNC3=C2C2=C(NC([C@](N2)(C)COCC)=O)C=N3)C=CC(=C1)OC1=NC=CC(=C1)C (S)-9-(2-chloro-4-((4-methylpyridin-2-yl)oxy)benzoyl)-2-(ethoxymethyl)-2-methyl-1,2,4,7-tetrahydro-3H-pyrrolo[3',2':5,6]pyrido[3,4-b]pyrazin-3-one